2,4,6-Tris(2,4-dihydroxyphenyl)-triazine OC1=C(C=CC(=C1)O)N1NC(=CC(=N1)C1=C(C=C(C=C1)O)O)C1=C(C=C(C=C1)O)O